N-acetyloxy-1-(4-(4-(2-hydroxyethoxy)phenylsulfanyl)phenyl)propane-1-On-2-imine C(C)(=O)ON=C(C(=O)C1=CC=C(C=C1)SC1=CC=C(C=C1)OCCO)C